(1s,4s)-1,3,3-trimethyl-2-oxa-bicyclo[2.2.2]octane CC12OC(C(CC1)CC2)(C)C